ClC1=CC=C(C=C1)C=1N(C(C2=C(N1)C(=NC=C2)C2=CC(=CC=C2)F)=O)C(CO)CC (4-chlorophenyl)-8-(3-fluorophenyl)-3-(1-hydroxybut-2-yl)pyrido[3,4-d]pyrimidin-4(3H)-one